trans-1,4-dimethyl-cyclooctane C[C@@H]1CC[C@H](CCCC1)C